N-(3-((R)-1-((6-methoxy-2,8-dimethyl-8,9-dihydrofuro[2,3-h]quinazolin-4-yl)amino)ethyl)-5-(trifluoromethyl)phenyl)acetamide COC=1C=C2C(=NC(=NC2=C2C1OC(C2)C)C)N[C@H](C)C=2C=C(C=C(C2)C(F)(F)F)NC(C)=O